CC=1N=CC(=NC1)C1=NOC(=N1)C1=CC2=C(N(N=N2)C(C)C)C=C1 5-[3-(5-methylpyrazin-2-yl)-1,2,4-oxadiazol-5-yl]-1-(propan-2-yl)-1H-1,2,3-benzotriazole